NC=1OC2=C(C=NC=C2C=2C[C@@H](CCC2)C(=O)N2[C@H](C3=C(C=C(C=C3CC2)Cl)Cl)C)N1 ((R)-3-(2-aminooxazolo[4,5-c]pyridin-7-yl)cyclohex-3-en-1-yl)((S)-6,8-dichloro-1-methyl-3,4-dihydroisoquinolin-2(1H)-yl)methanone